1-((2S,4S)-4-(4-amino-3-((6-chloro-1-methyl-1H-benzo[d]imidazol-5-yl)ethynyl)-1H-pyrazolo[3,4-d]pyrimidin-1-yl)-2-methylpyrrolidin-1-yl)prop-2-en-1-one NC1=C2C(=NC=N1)N(N=C2C#CC2=CC1=C(N(C=N1)C)C=C2Cl)[C@H]2C[C@@H](N(C2)C(C=C)=O)C